1',2'-dihydrospiro[cyclopentane-1,3'-pyrrolo[2,3-b]pyridine] N1CC2(C=3C1=NC=CC3)CCCC2